tert-butyl 4-(2-(2-chloro-5-cyanophenyl)-5,7-difluoro-4-oxo-1,4-dihydroquinolin-6-yl)-3,6-dihydropyridine-1(2H)-carboxylate ClC1=C(C=C(C=C1)C#N)C=1NC2=CC(=C(C(=C2C(C1)=O)F)C=1CCN(CC1)C(=O)OC(C)(C)C)F